O1C=C(C2=C1C=CC=C2)C2=CC=C1CN(C(C1=C2)=O)C(C(=O)NC(C(=O)O)CC(CF)=O)C (2-(6-(benzofuran-3-yl)-1-oxoisoindolin-2-yl)propanamido)-5-fluoro-4-oxopentanoic acid